3-[3-(3-Aminoazetidine-1-carbonyl)phenyl]-1-sulfamoyl-pyrrole-2-carboxylic acid NC1CN(C1)C(=O)C=1C=C(C=CC1)C1=C(N(C=C1)S(N)(=O)=O)C(=O)O